NC1=C2CC(C1)C2 2-aminobicyclo[2.1.1]hexene